C(CN1C(=NC2=C1C=CC(=C2)C(N)=O)C=2C1=C(SC2C(=O)O)C=CC=C1Br)N1C(=NC2=C1C=CC(=C2)C(N)=O)C=2C1=C(SC2C(=O)O)C=CC=C1Br 3'-(ethane-1,2-diylbis(5-carbamoyl-1H-benzo[d]imidazole-1,2-diyl))bis(4-bromobenzo[b]thiophene-2-carboxylic acid)